2-[6-(4-Bromophenoxy)-2-(trifluoromethyl)-3-pyridinyl]-1-(1,2,4-triazol-1-yl)propan-2-ol BrC1=CC=C(OC2=CC=C(C(=N2)C(F)(F)F)C(CN2N=CN=C2)(C)O)C=C1